(Z)-N-[2-[3-chloro-5-(cyclopropylethynyl)pyridin-2-yl]-2-(isopropoxy-hydroxyimino)ethyl]-3-(difluoromethyl)-1-methyl-1H-pyrazole-4-carboxamide ClC=1C(=NC=C(C1)C#CC1CC1)\C(\CNC(=O)C=1C(=NN(C1)C)C(F)F)=N/OOC(C)C